C1CCN(CC1)C(=O)OCC2C3=CC=CC=C3C4=CC=CC=C24 Fmoc-piperidine